N-(2-bromo-4-nitrophenyl)chroman-4-amine BrC1=C(C=CC(=C1)[N+](=O)[O-])NC1CCOC2=CC=CC=C12